N-hydroxy-6-(3-(4-methoxybenzyl)ureido)chromane-2-carboxamide ONC(=O)C1OC2=CC=C(C=C2CC1)NC(=O)NCC1=CC=C(C=C1)OC